((dimethylamino)methylene)-2-methyl-2-(2-((2-(trimethylsilyl)ethoxy)methyl)-2H-1,2,3-triazol-4-yl)cyclopentan-1-one CN(C)C=C1C(C(CC1)=O)(C1=NN(N=C1)COCC[Si](C)(C)C)C